5-bromo-2-[5-methyl-3-(trifluoromethyl)pyrazol-1-yl]pyridine BrC=1C=CC(=NC1)N1N=C(C=C1C)C(F)(F)F